CN(C/C=C/CN1CC(C1)(F)COC(=O)N1CCC(CC1)NC1=CC(=NC=2N1N=CC2C(C)C)C2CCOCC2)C (E)-(1-(4-(dimethylamino)but-2-enyl)-3-fluoroazetidin-3-yl)methyl-4-((3-isopropyl-5-(tetrahydro-2H-pyran-4-yl)pyrazolo[1,5-a]pyrimidin-7-yl)amino)piperidine-1-carboxylate